6-(2,7-diazaspiro[3.5]nonan-2-yl)pyridazin C1N(CC12CCNCC2)C2=CC=CN=N2